C1(=CC=CC=2C3=CC=CC=C3CC12)COC(=O)N[C@@H]([C@@H](C)CC)C(=O)O Nalpha-fluorenylmethoxycarbonyl-isoleucine